N-{3-[3-(hydroxymethyl)piperazinyl]propyl}(phenylmethoxy)carboxamide hydrochloride salt Cl.OCC1CN(CCN1)CCCNC(=O)OCC1=CC=CC=C1